(2E)-5-ethyl-3-[2-(2-fluorophenyl)ethyl]-6-methyl-2-(6-oxo-1-cyclohexa-2,4-dienylidene)-1H-pyrimidin-4-one C(C)C=1C(N(/C(/NC1C)=C/1\C=CC=CC1=O)CCC1=C(C=CC=C1)F)=O